4-(chloro)benzoylmethylenedimethyl-sulfur bromide ClC1=CC=C(C(=O)C=[S](C)(C)Br)C=C1